3-(acetoxy(4-fluoro-2-(trifluoromethyl)phenyl)methyl)-5,6-dihydroimidazo[1,2-a]pyrazine C(C)(=O)OC(C1=CN=C2N1CCN=C2)C2=C(C=C(C=C2)F)C(F)(F)F